C(N)(=O)C1=NN(C=C1NC(=O)C=1N=C(OC1)C1=CC(=NC=C1)N(C(OC(C)(C)C)=O)CC1CC1)CC#C tert-butyl N-[4-[4-[(3-carbamoyl-1-prop-2-ynyl-pyrazol-4-yl)carbamoyl]oxazol-2-yl]-2-pyridyl]-N-(cyclopropylmethyl)carbamate